ethyl 2-(2-cyanopyridin-4-yl)-4-methylthiazole-5-carboxylate C(#N)C1=NC=CC(=C1)C=1SC(=C(N1)C)C(=O)OCC